N[C@H]1CN(CCC1)C(=O)C=1C=C(C=2N(C1)N=C(C2C)C2=CC=1C(=NC(=CC1)C=1C=C3CNC(C3=CC1)=O)N2CC2CC2)F 5-(2-{6-[(3R)-3-Aminopiperidine-1-carbonyl]-4-fluoro-3-methylpyrazolo[1,5-a]pyridin-2-yl}-1-(cyclopropylmethyl)-1H-pyrrolo[2,3-b]pyridin-6-yl)-2,3-dihydro-1H-isoindol-1-one